methyl-1-((s)-1-phenylethyl)-1H-pyrazole-3,5-dicarboxamide CC=1C(=NN(C1C(=O)N)[C@@H](C)C1=CC=CC=C1)C(=O)N